(S)-4-bromo-2-chloromethyl-1-((oxetan-2-yl)methyl)-1H-benzimidazole-6-carboxylic acid methyl ester COC(=O)C=1C=C(C2=C(N(C(=N2)CCl)C[C@H]2OCC2)C1)Br